NCCCCNC(CCCC=1N=C(C2=C(N1)N(C=C2)C(=O)N)N(C)[C@H]2CN(CC[C@H]2C)C(CC#N)=O)=O [4-(4-aminobutylamino)-4-oxo-butyl]-4-[[(3R,4R)-1-(2-cyanoacetyl)-4-methyl-3-piperidinyl]-methyl-amino]pyrrolo[2,3-d]pyrimidine-7-carboxamide